O1[C@H](CCC1)CC(=O)O (R)-2-(tetrahydrofuran-2-yl)acetic acid